FS(C1=CC=C(C=C1)N1N=C(C=2C1=NC=CC2)CNC(C=C)=O)(F)(F)(F)F N-[[1-[4-(pentafluoro-λ6-sulfanyl)phenyl]pyrazolo[3,4-b]pyridin-3-yl]methyl]prop-2-enamide